N=1C=NN2C1C=C(C=C2)OC2=C(C=C(C=C2)NC=2C(=CN=C1C=CC(=NC21)C=2CCN(CC2)C(=O)OC(C)(C)C)F)C tert-butyl 4-(8-((4-([1,2,4]triazolo[1,5-a]pyridin-7-yloxy)-3-methylphenyl) amino)-7-fluoro-1,5-naphthyridin-2-yl)-3,6-dihydropyridine-1(2H)-carboxylate